OC(C(=O)O)(CC1=CC=CC=C1)C 2-hydroxy-2-methyl-3-phenylpropanoic acid